2-Ethylsulfanyl-N-[[4-fluoro-3-(methoxymethyl)-phenyl]methyl]-4-methyl-6-morpholin-4-yl-pyridine-3-carboxylic acid amide C(C)SC1=NC(=CC(=C1C(=O)NCC1=CC(=C(C=C1)F)COC)C)N1CCOCC1